NC=1C(=NC(=CC1)Cl)C=1N=NN(N1)C1CCN(CC1)C(=O)OC(C)(C)C tert-butyl 4-(5-(3-amino-6-chloropyridin-2-yl)-2H-tetrazol-2-yl)piperidine-1-carboxylate